OC1(CC(C1)OC)C(C=1C=C(C=CC1)N1C(C2=CC(=CC(=C2C1)C(F)(F)F)CNC1(CCC1)C)=O)C1=NN=CN1C 2-(3-((1-hydroxy-3-methoxycyclobutyl)(4-methyl-4H-1,2,4-triazol-3-yl)methyl)phenyl)-6-(((1-methylcyclobutyl)amino)methyl)-4-(trifluoromethyl)isoindolin-1-one